pyrrole-3-amine N1C=C(C=C1)N